CN(CC(=O)N1[C@H]([C@H](CCC1)NS(=O)(=O)C)CO[C@@H]1CC[C@@H](CC1)C1=CC=CC=C1)C N-(cis-1-(N,N-dimethyl-glycyl)-2-(((cis-4-phenylcyclohexyl)oxy)methyl)-piperidin-3-yl)methanesulfonamide